C(C)(C)(C)OC(=O)N1[C@H](CCC1)C(C1C(N(CC1)C(=O)OC(C)(C)C)=O)O tert-butyl 3-(((R)-1-(tert-butoxycarbonyl)pyrrolidin-2-yl)(hydroxy)methyl)-2-oxopyrrolidine-1-carboxylate